6-((4-((2-Cyclopropyl-4-phenylthiazol-5-yl)oxy)pyridin-2-yl)amino)-N-hydroxynicotinamide C1(CC1)C=1SC(=C(N1)C1=CC=CC=C1)OC1=CC(=NC=C1)NC1=NC=C(C(=O)NO)C=C1